FC=1C=C2C(C=C(N(C2=NC1)C)C(=O)OCC)=C=O Ethyl 6-fluoro-1-methyl-4-carbonyl-1,4-dihydro-1,8-naphthyridine-2-carboxylate